sodium iron fluorophosphate sulfate S(=O)(=O)([O-])[O-].P(=O)([O-])(O)F.[Fe+2].[Na+]